2-(((3-allyl-2-oxooxazolidin-4-yl)methoxy)methyl)-N-(1-methyl-1H-tetrazol-5-yl)-6-(trifluoromethyl)nicotinamide Zinc (2+) [Zn+2].C(C=C)N1C(OCC1COCC1=C(C(=O)NC2=NN=NN2C)C=CC(=N1)C(F)(F)F)=O